IC=1C=C(C(=N)NC2=C(C=CC=C2)C)C=CC1 3-iodo-N-(o-tolyl)benzamidine